1,3-bis(pyridin-2-yl)propane-1,3-dione N1=C(C=CC=C1)C(CC(=O)C1=NC=CC=C1)=O